C1(=CC=CC=C1)N1CCS(CC1)(=O)=O 4-phenylthiomorpholine 1,1-dioxide